(E)-3-(2,5-dimethoxy-4-pentylphenyl)-2-nitroprop-2-en-1-ol COC1=C(C=C(C(=C1)CCCCC)OC)/C=C(\CO)/[N+](=O)[O-]